CN1C=C(C2=CC=CC=C12)B1OC(C(O1)(C)C)(C)C 1-methyl-3-(4,4,5,5-tetramethyl-1,3,2-dioxaborolan-2-yl)-1H-indole